(E)-N-Cyclopropyl-7-hydroxy-4-isobutyl-3-(3-morpholino-3-oxoprop-1-en-1-yl)-5-oxo-4,5-dihydropyrazolo[1,5-a]pyrimidine-6-carboxamide C1(CC1)NC(=O)C=1C(N(C=2N(C1O)N=CC2\C=C\C(=O)N2CCOCC2)CC(C)C)=O